CS(=O)(=O)O.CNCC(C)(C)C methyl-2,2-dimethylpropylamine methanesulfonate